copper-Sodium Phosphorus [P].[Na].[Cu]